5-[[5-chloro-2-[4,4-difluoro-3-(hydroxymethyl)-1-piperidinyl]pyrimidin-4-yl]amino]-3-(3-hydroxy-3-methyl-butyl)-1-methyl-benzimidazol-2-one ClC=1C(=NC(=NC1)N1CC(C(CC1)(F)F)CO)NC1=CC2=C(N(C(N2CCC(C)(C)O)=O)C)C=C1